8-(benzyloxy)-6-chloro-7-(4-methoxyphenyl)-2,3-diphenylimidazo[1,2-b]pyridazine C(C1=CC=CC=C1)OC=1C=2N(N=C(C1C1=CC=C(C=C1)OC)Cl)C(=C(N2)C2=CC=CC=C2)C2=CC=CC=C2